N-(2-cyclopropyl-3-(2,4-difluorophenyl)-2-methylpropyl)-5-methyl-6-oxo-1,6-dihydropyrimidine-2-carboxamide C1(CC1)C(CNC(=O)C=1NC(C(=CN1)C)=O)(CC1=C(C=C(C=C1)F)F)C